BrC=1C=CC(=C(N)C1)C=1NCCN1 5-bromo-2-(4,5-dihydro-1H-imidazol-2-yl)aniline